N1C(=NC2=C1C=CC=C2)C(CC)=O 1-(1H-Benzo[d]imidazol-2-yl)propan-1-one